4-(5-{[(5-Chlorothiophen-2-yl)methyl]amino}-1-(3-hydroxy-2,2-dimethylpropanoyl)-1H-pyrazol-3-yl)-N,N-dimethylpiperidin-1-sulfonamid ClC1=CC=C(S1)CNC1=CC(=NN1C(C(CO)(C)C)=O)C1CCN(CC1)S(=O)(=O)N(C)C